BrC=1C=C(C=C(C1)F)[C@@H]1N(OCC1)C(=O)OC(C)(C)C tert-butyl (R)-3-(3-bromo-5-fluorophenyl)isoxazolidin-2-carboxylate